ClC1=C(C=C(N=N1)N1[C@@H]2[C@H](OCC1)CCN(C2)CC)C(F)F (4aS,8aR)-4-[6-chloro-5-(difluoromethyl)pyridazin-3-yl]-6-ethyl-3,4a,5,7,8,8a-hexahydro-2H-pyrido[4,3-b][1,4]oxazine